C1(CC1)NC(=O)C1=C(C=C(C=N1)O[C@@H]1[C@H](N(C1)C(=O)OC(C)(C)C)C)F tert-butyl (2R,3S)-3-{[6-(cyclopropylcarbamoyl)-5-fluoropyridin-3-yl]oxy}-2-methylazetidine-1-carboxylate